3-carbamoyl-1-(2-((2-((3-chloro-2-fluorophenylmethyl) amino)-2-oxoethyl) (cyclopropyl) amino)-2-oxoethyl)-1H-indazole-6-carboxylate C(N)(=O)C1=NN(C2=CC(=CC=C12)C(=O)[O-])CC(=O)N(C1CC1)CC(=O)NCC1=C(C(=CC=C1)Cl)F